(6S)-3-[4-[(2S)-2-methoxycarbonylpyrrolidin-1-yl]-1,1-dioxo-1,2-thiazolidin-2-yl]-6-methyl-6,7-dihydro-4H-pyrazolo[1,5-a]pyrazine-5-carboxylic acid tert-butyl ester C(C)(C)(C)OC(=O)N1CC=2N(C[C@@H]1C)N=CC2N2S(CC(C2)N2[C@@H](CCC2)C(=O)OC)(=O)=O